3-[3-(4-thiazol-2-ylanilino)pyrazin-2-yl]-4H-1,2,4-oxadiazol-5-one S1C(=NC=C1)C1=CC=C(NC=2C(=NC=CN2)C2=NOC(N2)=O)C=C1